CN1C(C(=C(C=C1C)C(F)(F)F)C=1C=CC(=C2C=CC=NC12)CCC(=O)O)=O 3-(8-(1,6-dimethyl-2-oxo-4-(trifluoromethyl)-1,2-dihydropyridin-3-yl)quinolin-5-yl)propanoic acid